C(CCCC=CCCC=CCCCCCCCCCCCCC=CCCCCC)(=O)O 5,9,23-nonaeicosatrienoic acid